C1=NC=CC2=CC=CC=C12.[Br] bromine isoquinoline